N7-(4-chloroindan-2-yl)pyrazolo[1,5-a]pyrimidine-3,7-dicarboxamide ClC1=C2CC(CC2=CC=C1)NC(=O)C1=CC=NC=2N1N=CC2C(=O)N